acryloyloxy-tert-butyl isocyanate C(C=C)(=O)OCC(C)(C)N=C=O